5-[[5-[4-(4-fluoro-1-methyl-4-piperidyl)-2-methoxy-phenyl]-1H-pyrazol-3-yl]amino]pyrazine-2-carbonitrile maleate C(\C=C/C(=O)O)(=O)O.FC1(CCN(CC1)C)C1=CC(=C(C=C1)C1=CC(=NN1)NC=1N=CC(=NC1)C#N)OC